C(#N)C(C(=O)NC(OCC)=O)=NNC1=CC(=C(C(=C1)C)CC1=CC=C2C(=N1)C(C(N2)=O)(C)C)C ethyl (2-cyano-2-(2-(4-((3,3-dimethyl-2-oxo-2,3-dihydro-1H-pyrrolo[3,2-b]pyridin-5-yl)methyl)-3,5-dimethylphenyl)hydrazineylidene)acetyl)carbamate